3-(4-pyrimidin-2-yl-6-thioxo-pyridazin-1-yl)propionic acid N1=C(N=CC=C1)C=1C=NN(C(C1)=S)CCC(=O)O